secbutyl acetate C(C)(=O)OC(C)CC